3-chloro-7-(2-((3aS,4R,6aR)-4-(4-chloro-7H-pyrrolo[2,3-d]pyrimidin-7-yl)-2,2-dimethyl-3a,6a-dihydro-4H-cyclopenta[d][1,3]dioxol-6-yl)ethyl)-1,5-naphthyridin-2-amine ClC=1C(=NC2=CC(=CN=C2C1)CCC1=C[C@H]([C@H]2[C@@H]1OC(O2)(C)C)N2C=CC1=C2N=CN=C1Cl)N